n-pentyltri(t-butoxy)tin C(CCCC)[Sn](OC(C)(C)C)(OC(C)(C)C)OC(C)(C)C